4-[6-chloro-1-(4-fluorophenyl)-4-hydroxy-2-tetrahydropyran-4-yl-indol-3-yl]benzoic acid ClC1=CC(=C2C(=C(N(C2=C1)C1=CC=C(C=C1)F)C1CCOCC1)C1=CC=C(C(=O)O)C=C1)O